(S)-3-(4-((1-cyclopentyl-3-(3,5-difluoro-4-hydroxyphenyl)-4-fluoro-1H-indazol-6-yl)methoxy)phenyl)butanoic acid C1(CCCC1)N1N=C(C2=C(C=C(C=C12)COC1=CC=C(C=C1)[C@H](CC(=O)O)C)F)C1=CC(=C(C(=C1)F)O)F